2-(neopentyloxy)cyclopentane-1-ol C(C(C)(C)C)OC1C(CCC1)O